Cl.Cl.N(N)C=1C=NC=C(C#N)C1 5-hydrazinonicotinonitrile dihydrochloride